(R)-1-(6-(4-(5-chloro-1H-indazol-4-yl)-3-(2,2-dimethyl-4-((4-(oxetan-3-yl)piperazin-1-yl)methyl)piperidin-1-yl)-5-methyl-1H-pyrazol-1-yl)-2-azaspiro[3.3]heptan-2-yl)prop-2-en-1-one ClC=1C(=C2C=NNC2=CC1)C=1C(=NN(C1C)C1CC2(CN(C2)C(C=C)=O)C1)N1C(C[C@@H](CC1)CN1CCN(CC1)C1COC1)(C)C